CC1=CN=CC(=N1)C=1C=CC(=C(C1)O)C1=CN=C(N=N1)N1C[C@@H](NCC1)C(C)C 5-(6-methylpyrazin-2-yl)-2-{3-[(3S)-3-(propan-2-yl)piperazin-1-yl]-1,2,4-triazin-6-yl}phenol